C1(CC1)N1CCN(CC1)C1CCN(CC1)C1=C(C=C(C(=C1)OC)NC1=NC=NC(=C1)N1OCCC1C1=CC(=C(C=C1)F)OC1=CC=CC=C1)NC(C=C)=O N-(2-(4-(4-cyclopropylpiperazin-1-yl)piperidin-1-yl)-5-((6-(3-(4-fluoro-3-phenoxyphenyl)isoxazolidin-2-yl)pyrimidin-4-yl)amino)-4-methoxyphenyl)acrylamide